2-(2-mercaptoethyl)-2-(2-mercaptoethylthio)propane methyl-4-(4-(difluoromethyl)pyrimidin-2-yl)-2-nitrobenzoate COC(C1=C(C=C(C=C1)C1=NC=CC(=N1)C(F)F)[N+](=O)[O-])=O.SCCC(C)(C)SCCS